N(C1=CC=CC=C1)C1=C(NC2=C1C(N(C=C2CC(F)(F)F)C)=O)C2=CC(=NC=C2)NC([C@@H](CC(F)F)C2=CC=C(C=C2)F)=O (2S)-N-{4-[3-Anilino-5-methyl-4-oxo-7-(2,2,2-trifluoroethyl)-4,5-dihydro-1H-pyrrolo[3,2-c]pyridin-2-yl]pyridin-2-yl}-4,4-difluoro-2-(4-fluorophenyl)butanamid